(S)-METHYL 6-CHLORO-5-(((1R,2S)-2-((E)-3-OXOPROP-1-EN-1-YL)CYCLOBUTYL)METHYL)-3',4,4',5-TETRAHYDRO-2H,2'H-SPIRO[BENZO[B][1,4]OXAZEPINE-3,1'-NAPHTHALENE]-7-CARBOXYLATE ClC1=C(C=CC=2OC[C@]3(CCCC4=CC=CC=C34)CN(C21)C[C@H]2[C@@H](CC2)\C=C\C=O)C(=O)OC